(4-methylpiperazine-1-carbonyl)-N-(4-(pyridin-2-yl)thiazol-2-yl)benzamide CN1CCN(CC1)C(=O)C1=C(C(=O)NC=2SC=C(N2)C2=NC=CC=C2)C=CC=C1